4-(ethylthio)-2,5-dimethoxybenzaldehyde C(C)SC1=CC(=C(C=O)C=C1OC)OC